5-((2-chloro-6-fluorobenzyl)oxy)-N,N,2-trimethylbenzofuran-3-carboxamide ClC1=C(COC=2C=CC3=C(C(=C(O3)C)C(=O)N(C)C)C2)C(=CC=C1)F